C(=C)N1C(N(CC1)C=C)=O Divinylimidazolidinone